Se-ethyl (Z)-2-(5-fluoro-2-methyl-1-(4-(methylsulfinyl)benzylidene)-1H-inden-3-yl)ethaneselenoate FC=1C=C2C(=C(/C(/C2=CC1)=C/C1=CC=C(C=C1)S(=O)C)C)CC([Se]CC)=O